C1(CC1)C1=C(C(=C2CCCC2=C1)[N+](=O)[O-])NC(C)=O N-(6-Cyclopropyl-4-nitro-2,3-dihydro-1H-inden-5-yl)acetamide